2-(5-Fluoro-2-((5-(4-(2,2,2-trifluoroethyl)piperazin-1-yl)pyridin-2-yl)amino)pyrimidin-4-yl)-7-isopropyl-3,5-dimethylthieno[3,2-c]pyridin-4(5H)-one FC=1C(=NC(=NC1)NC1=NC=C(C=C1)N1CCN(CC1)CC(F)(F)F)C1=C(C=2C(N(C=C(C2S1)C(C)C)C)=O)C